benzyl ((S)-1-(((S)-1-(2-acryloyl-2-(3-amino-3-oxopropyl)hydrazineyl)-4-methyl-1-oxopentan-2-yl)amino)-3-methyl-1-oxobutan-2-yl)carbamate C(C=C)(=O)N(NC([C@H](CC(C)C)NC([C@H](C(C)C)NC(OCC1=CC=CC=C1)=O)=O)=O)CCC(=O)N